3-amino-N-(3-(4-amino-4-methylpiperidin-1-yl)pyridin-2-yl)-6-(7-fluoroisoquinolin-1-yl)pyrazine-2-carboxamide NC=1C(=NC(=CN1)C1=NC=CC2=CC=C(C=C12)F)C(=O)NC1=NC=CC=C1N1CCC(CC1)(C)N